(S)-2-(fluoromethyl)piperidine hydrobromide Br.FC[C@H]1NCCCC1